[13C]pyruvate [13C](C(=O)C)(=O)[O-]